(4-fluorophenyl)(1-phenylimidazo[1,5-a]pyridin-3-yl)methanone FC1=CC=C(C=C1)C(=O)C1=NC(=C2N1C=CC=C2)C2=CC=CC=C2